[Cl-].[Cl-].C12C(C3CC(CC(C1)C3)C2)C2=CC(C(=C2)C)[Zr+2]C2=CC(=CC=3C1=CC(=CC=C1CC23)C(C)(C)C)C(C)(C)C (3-(2-adamantyl)-5-methyl-cyclopentadienyl)(3,6-di-tert-butylfluorenyl)zirconium dichloride